CNC(=O)C1=CC=C(C=C1)C1=CC=C(C=C1)C=1N=NNC1C(=O)O 4-(4'-(methylcarbamoyl)-[1,1'-biphenyl]-4-yl)-1H-1,2,3-triazole-5-carboxylic acid